5,7-DIMETHYLADAMANTANE-1,3-dicarbonyl dichloride CC12CC3(CC(CC(C1)(C3)C)(C2)C(=O)Cl)C(=O)Cl